(+)-2-(2-ethoxy-3-pyridyl)-7-methyl-N-[(1-methylpyrazol-4-yl)methyl]-5-[1-methylpropyl]imidazo[1,5-b]pyridazin-4-amine C(C)OC1=NC=CC=C1C=1C=C(C=2N(N1)C(=NC2C(CC)C)C)NCC=2C=NN(C2)C